CN1N=C(C=2CCCCC12)C(=O)N 1-methyl-4,5,6,7-tetrahydro-1H-indazole-3-carboxamide